1-(2-furyl)-N-methyl-methylamine O1C(=CC=C1)CNC